tert-butyl (2-((tert-butoxycarbonyl)(methyl)amino)ethyl)glycinate C(C)(C)(C)OC(=O)N(CCNCC(=O)OC(C)(C)C)C